BrC1=CC=C(C=C1)N1N=C(C(=C1)[C@@H]1O[C@@H](C(N1CCC1=CC2=C(NC(N2)=O)C=C1)=O)C)C1=CSC=C1 (2S,5R)-2-(1-(4-bromophenyl)-3-(thiophen-3-yl)-1H-pyrazole-4-yl)-5-methyl-3-(2-(2-oxo-2,3-dihydro-1H-benzo[d]imidazol-5-yl)ethyl)oxazolidin-4-one